(3S)-1'-[3-(4,4-difluoropiperidin-1-yl)-5-methyl-1H-pyrazolo[3,4-b]pyrazin-6-yl]-1,3-dihydrospiro[indene-2,4'-piperidin]-3-amine FC1(CCN(CC1)C1=NNC2=NC(=C(N=C21)C)N2CCC1(CC2)CC2=CC=CC=C2[C@H]1N)F